N1=CC=C(C2=CC=CC=C12)SC=1C=2N(C(=NC1)N1CCC3(CCC[C@H]3N)CC1)C=NN2 (R)-8-(8-(quinolin-4-ylthio)-[1,2,4]triazolo[4,3-c]pyrimidin-5-yl)-8-azaspiro[4.5]decan-1-amine